Methyl 4-amino-3-(((1r,4r)-4-((3,5-dichloropyridin-2-yl)oxy)cyclohexyl)amino)-2-fluorobenzoate NC1=C(C(=C(C(=O)OC)C=C1)F)NC1CCC(CC1)OC1=NC=C(C=C1Cl)Cl